2-(Bis(tert-butoxycarbonyl)amino)-6-nitro-1H-benzo[d]imidazole-1-carboxylic acid tert-butyl ester C(C)(C)(C)OC(=O)N1C(=NC2=C1C=C(C=C2)[N+](=O)[O-])N(C(=O)OC(C)(C)C)C(=O)OC(C)(C)C